C(=O)(O)COC1=CC=CC2=C1CCCCC2=O carboxymethoxy-benzocycloheptanone